5'-(4-Methoxybenzyl)-2'-((9-((2-(trimethylsilyl)ethoxy)methyl)-9H-purin-6-yl)amino)spiro[cyclohexane-1,4'-thieno[2,3-c]pyrrol]-6'(5'H)-one COC1=CC=C(CN2C(C3=C(C24CCCCC4)C=C(S3)NC3=C4N=CN(C4=NC=N3)COCC[Si](C)(C)C)=O)C=C1